FC1C(COC1)COC1=NN(C=C1[N+](=O)[O-])COCC[Si](C)(C)C 3-((4-fluorotetrahydrofuran-3-yl)methoxy)-4-nitro-1-((2-(trimethylsilyl)ethoxy)methyl)-1H-pyrazole